BrC=1C=C(C=CC1)C=1N=C(SC1)NC(CNC(=O)C=1C=C(C=CC1)C(CNC(OC(C)(C)C)=O)(C)C)=O tert-butyl (2-(3-((2-((4-(3-bromophenyl)thiazol-2-yl)amino)-2-oxo-ethyl)carbamoyl)phenyl)-2-methylpropyl)carbamate